5-isopropyl-N-propylbenzamide C(C)(C)C=1C=CC=C(C(=O)NCCC)C1